4-(4-bromo-2,3-difluoro-6-nitrophenoxy)-2-fluorobenzonitrile BrC1=C(C(=C(OC2=CC(=C(C#N)C=C2)F)C(=C1)[N+](=O)[O-])F)F